FC(C=1N=C(C(=NC1)C(=O)OC)OC)F methyl 5-(difluoromethyl)-3-methoxypyrazine-2-carboxylate